COC(=O)C1=CC2=C(CN([C@H](CO2)C2=CC=CC=C2)C(=O)[C@@H]2COCCC2)C=C1 (S)-3-phenyl-4-((S)-tetrahydro-2H-pyran-3-carbonyl)-2,3,4,5-tetrahydrobenzo[f][1,4]oxazepine-8-carboxylic acid methyl ester